CC1(C(=CC(C=C1)=NO)C1=CC=CC=C1)C1=CC=CC=C1 4-methyl-3,4-diphenyl-2,5-cyclohexadienone oxime